CC(C)(C)S(=O)/N=C/C=1C=NC(=CC1)OCC(F)(F)F (E)-2-methyl-N-((6-(2,2,2-trifluoroethoxy)pyridin-3-yl)methylene)propane-2-sulfinamide